7-(5-([(5S,6S)-6-hydroxyspiro[2.4]heptan-5-yl]carbamoyl)-2-(trifluoromethyl)phenyl)imidazo[1,5-a]pyridine-3-carboxamide O[C@@H]1[C@H](CC2(CC2)C1)NC(=O)C=1C=CC(=C(C1)C1=CC=2N(C=C1)C(=NC2)C(=O)N)C(F)(F)F